(3-(3-(4-chloro-2-methyl-2H-indazol-5-yl)-1H-pyrazolo[3,4-b]pyrazin-6-yl)-7-(5-cyclopropylisoxazol-3-yl)-3-azabicyclo[4.1.0]heptan-7-yl)methanamine ClC=1C2=CN(N=C2C=CC1C1=NNC2=NC(=CN=C21)N2CC1C(C1CC2)(C2=NOC(=C2)C2CC2)CN)C